1-(2-bromo-1,1-difluoroethyl)-1H-pyrazole-3-sulfonamide BrCC(F)(F)N1N=C(C=C1)S(=O)(=O)N